C(C)NC1CCN(CC1)C=1C2=CN(N=C2C(=CC1)C(=O)NC=1C=C(C=2N(C1)C=C(N2)C)CO)C 4-[4-(ethylamino)-1-piperidyl]-N-[8-(hydroxymethyl)-2-methyl-imidazo[1,2-a]pyridin-6-yl]-2-methyl-indazole-7-carboxamide